FC=1C=C2C(=C(N(C2=C(C1)F)C)C(C(F)(F)F)O)C 1-(5,7-difluoro-1,3-dimethylindol-2-yl)-2,2,2-trifluoroethanol